COC1=CC=C(C=C1)[C@@H](C)NC(C=C)=O (R)-N-(1-(4-methoxyphenyl)ethyl)acrylamide